aminosilane compound with silanol [SiH3]O.N[SiH3]